CC1=CC(=NN1)NC1=NC=C(C(=N1)NC1=CC=CC=C1)C(=O)N 2-(5-methyl-1H-pyrazol-3-ylamino)-4-(phenylamino)pyrimidine-5-carboxamide